(1-ethoxy-3-fluoro-3-methylbutyl)-4-methoxybenzene C(C)OC(CC(C)(C)F)C1=CC=C(C=C1)OC